C1(=CC=CC=C1)C1(CC1)C(=O)OC1=C(C(=C(C(=C1F)F)F)F)F perfluorophenyl 1-phenylcyclopropane-1-carboxylate